N,N-bis(3-methoxybenzyl)-4-((1-methylpiperidin-4-ylamino)methyl)thiazol-2-amine COC=1C=C(CN(C=2SC=C(N2)CNC2CCN(CC2)C)CC2=CC(=CC=C2)OC)C=CC1